N-[(1E)-2,3,5-Trichloro-4-oxocyclohexa-2,5-dien-1-ylidene]benzenesulfonamide ClC=1\C(\C=C(C(C1Cl)=O)Cl)=N\S(=O)(=O)C1=CC=CC=C1